ethyl 3,6-dichloro-2-methoxybenzoate bisulfate S(O)(O)(=O)=O.ClC=1C(=C(C(=O)OCC)C(=CC1)Cl)OC